N-benzyl-5-((3-(m-tolyl)thioureido)methyl)pyrazolo[1,5-a]pyridine-3-carboxamide C(C1=CC=CC=C1)NC(=O)C=1C=NN2C1C=C(C=C2)CNC(=S)NC=2C=C(C=CC2)C